FC=1C=C2C(=NN=C(C2=CC1N1CCN(CC1)C)NC(C)C=1C(=C(C#N)C=CC1)C)C 3-(1-((6-fluoro-4-methyl-7-(4-methylpiperazin-1-yl)phthalazin-1-yl)amino)ethyl)-2-methylbenzonitrile